N-(5-(4,4-dimethyl-2,5-dioxo-3-((2-oxo-2,3-dihydro-1H-pyrrolo[2,3-b]pyridin-4-yl)methyl)imidazolidin-1-yl)-2-(trifluoromethoxy)phenyl)methanesulfonamide sodium glyoxylic acid salt C(C=O)(=O)[O-].[Na+].CC1(N(C(N(C1=O)C=1C=CC(=C(C1)NS(=O)(=O)C)OC(F)(F)F)=O)CC1=C2C(=NC=C1)NC(C2)=O)C